tert-Butyl (2R,5R)-2,5-dimethyl-4-(5-(trifluoromethyl)-7H-pyrrolo[2,3-d]pyrimidin-4-yl)piperazine-1-carboxylate C[C@H]1N(C[C@H](N(C1)C=1C2=C(N=CN1)NC=C2C(F)(F)F)C)C(=O)OC(C)(C)C